2-[2,6-bis(benzyloxy)pyridin-3-yl]-5-bromo-4-fluoro-3-methyl-3H-isoindol-1-one C(C1=CC=CC=C1)OC1=NC(=CC=C1N1C(C2=CC=C(C(=C2C1C)F)Br)=O)OCC1=CC=CC=C1